2-[3-ethylsulfonyl-8-fluoro-6-(trifluoromethyl)imidazo[1,2-a]pyridin-2-yl]-3-methyl-6-(trifluoro-methyl)imidazo[4,5-b]pyridine C(C)S(=O)(=O)C1=C(N=C2N1C=C(C=C2F)C(F)(F)F)C2=NC=1C(=NC=C(C1)C(F)(F)F)N2C